3-Bromo-5-methyl-6-spiro[2.3]hexan-5-yl-pyrrolo[2,3-b]pyrazine BrC1=CN=C2C(=N1)N(C(=C2)C2CC1(CC1)C2)C